5-(methoxymethyl)-1,2,4-oxadiazol COCC1=NC=NO1